(Z)-5-(4-hydroxy-2,5-dimethylbenzylidene)-2-thioxo-1,3-thiazolidin-4-one OC1=CC(=C(\C=C/2\C(NC(S2)=S)=O)C=C1C)C